di-tert-butyl-piperidine-1,4-dicarboxylic acid C(C)(C)(C)C1(N(CCC(C1)C(=O)O)C(=O)O)C(C)(C)C